C(C)(C)OC=1C(=CC2=CN(N=C2C1)C12COC(CC1)(C2)C)C(=O)OC2=CC=CC=C2 Phenyl 6-isopropoxy-2-(1-methyl-2-oxabicyclo[2.2.1]heptan-4-yl)-2H-indazole-5-carboxylate